3-(5,6-Difluoropyridin-3-yl)-1-(2-methoxypyrimidin-5-yl)-1-((5-(trifluoromethyl)-1H-pyrazol-3-yl)methyl)urea FC=1C=C(C=NC1F)NC(N(CC1=NNC(=C1)C(F)(F)F)C=1C=NC(=NC1)OC)=O